(S,Z)-2-methyl-6-(5-(3-ethylmorpholino)-2-oxoindolin-3-ylidene)-1,4,5,6-tetrahydrocyclopenta[b]pyrrole-3-carboxylic acid CC1=C(C2=C(N1)\C(\CC2)=C\2/C(NC1=CC=C(C=C21)N2[C@H](COCC2)CC)=O)C(=O)O